BrC=1C=C2C(=CN(C2=CC1)C1COCC1)CO (5-bromo-1-(tetrahydrofuran-3-yl)-1H-indol-3-yl)methanol